[Cl-].[Cl-].CC(C)(C(C)C)C1(CCCC1)C1(C=CC=C1)[Zr+2]C1(C=CC=C1)C1(CCCC1)C(C)(C(C)C)C bis((1-(2,3-dimethylbutan-2-yl)cyclopentyl)cyclopentadienyl)zirconium dichloride